FC=1C(=C(C=CC1N1C[C@@H]2CN(C[C@@H]2C1)C)NC1=NC=C(C(=N1)NC=1C=CC=C2CNC(C12)=O)C(F)(F)F)OC 7-((2-((3-fluoro-2-methoxy-4-((3aR,6aS)-5-methylhexahydropyrrolo[3,4-c]pyrrol-2(1H)-yl)phenyl)amino)-5-(trifluoromethyl)pyrimidin-4-yl)amino)isoindolin-1-one